CC=1C(=NC=CC1C)C(=O)N 3,4-dimethylpicolinamide